ClC1=C(C=C(N=N1)N(C=1SC=C(N1)C(=O)OCC)CC(OC)OC)C ethyl 2-[(6-chloro-5-methylpyridazin-3-yl)(2,2-dimethoxyethyl)amino]-1,3-thiazole-4-carboxylate